C1(=CC=CC=C1)P(C1=CC=C2C=CC3=CC=CC4=CC=C1C2=C34)C3=CC=C4C=CC2=CC=CC1=CC=C3C4=C21 phenyldi(1-pyrenyl)phosphine